2-(2-chlorophenyl)-N-(2-(4-cyanobenzyl)-4-sulfamoyl-2H-indazol-6-yl)acetamide ClC1=C(C=CC=C1)CC(=O)NC=1C=C(C2=CN(N=C2C1)CC1=CC=C(C=C1)C#N)S(N)(=O)=O